N,N-dimethyl-4-((2-oxopyridin-1(2H)-yl)methyl)benzamide CN(C(C1=CC=C(C=C1)CN1C(C=CC=C1)=O)=O)C